(S)-2-(3-fluoro-4-(7-((1-methylpiperidin-4-yl)carbamoyl)benzo[d]imidazo[2,1-b]thiazol-2-yl)phenyl)pyrrolidine-1-carboxylic acid tert-butyl ester C(C)(C)(C)OC(=O)N1[C@@H](CCC1)C1=CC(=C(C=C1)C=1N=C2SC3=C(N2C1)C=CC(=C3)C(NC3CCN(CC3)C)=O)F